O=C1NC(CCC1N1C(C2=CC=C(C=C2C1)O[C@@H]1[C@H](CCC1)N1CCC(CC1)(C#N)C(F)(F)F)=O)=O 1-((1S,2S)-2-((2-(2,6-dioxopiperidin-3-yl)-1-oxoisoindolin-5-yl)oxy)cyclopentyl)-4-(trifluoromethyl)piperidine-4-carbonitrile